tert-butyl (3R,4S)-3-{[(4R)-4-benzyl-2-oxo-1,3-oxazolidin-3-yl]carbonyl}-4-(3,4-dichlorophenyl)pyrrolidine-1-carboxylate C(C1=CC=CC=C1)[C@H]1N(C(OC1)=O)C(=O)[C@H]1CN(C[C@@H]1C1=CC(=C(C=C1)Cl)Cl)C(=O)OC(C)(C)C